C(C)(=O)C=1C2=C(C(=NC1)N)C(=NN2[C@@H]2CN(CC2)C(C=C)=O)C#CC2=C(C(=NC(=C2F)OC)OC)F (S)-1-(3-(7-acetyl-4-amino-3-((3,5-difluoro-2,6-dimethoxypyridin-4-yl)ethynyl)-1H-pyrazolo[4,3-c]pyridin-1-yl)pyrrolidin-1-yl)prop-2-en-1-one